2-((4-(5-((1-acetylpiperidin-4-yl)methyl)-3,4,5,6-tetrahydropyrrolo[3,4-c]pyrrol-2(1H)-yl)pyrimidin-5-yl)oxy)-N-ethyl-5-fluoro-N-isopropylbenzamide C(C)(=O)N1CCC(CC1)CN1CC2=C(C1)CN(C2)C2=NC=NC=C2OC2=C(C(=O)N(C(C)C)CC)C=C(C=C2)F